tert-butyl N-[3-[4-(5-cyano-2-pyridinyl) piperazin-1-yl]-3-oxopropyl]-N-methylcarbamate C(#N)C=1C=CC(=NC1)N1CCN(CC1)C(CCN(C(OC(C)(C)C)=O)C)=O